1-(2-Methylsulfonylaminoethyl)-3-(2-thienyl)-1,2-dihydroquinoxalin-2-one CS(=O)(=O)NCCN1C(C(=NC2=CC=CC=C12)C=1SC=CC1)=O